2-[4-(4-amino-1-methyl-1H-pyrazolo[3,4-d]pyrimidin-3-yl)-phenyl]-N-(5-tert-butyl-2-p-tolyl-2H-pyrazol-3-yl)-2-oxo-acetamide NC1=C2C(=NC=N1)N(N=C2C2=CC=C(C=C2)C(C(=O)NC=2N(N=C(C2)C(C)(C)C)C2=CC=C(C=C2)C)=O)C